(1R,3S,5R)-2-(2-(4-amino-6-bromo-9H-pyrimido[4,5-b]indol-9-yl)acetyl)-N-(6-bromopyridin-2-yl)-2-azabicyclo[3.1.0]hexane-3-carboxamide NC1=NC=NC=2N(C3=CC=C(C=C3C21)Br)CC(=O)N2[C@@H]1C[C@@H]1C[C@H]2C(=O)NC2=NC(=CC=C2)Br